(4aR,8aS)-6-[2-[[3-(trifluoromethyl)-1H-pyrazolo[4,3-b]pyridin-5-yl]methyl]-7-azaspiro[3.5]nonane-7-carbonyl]-4,4a,5,7,8,8a-hexahydropyrido[4,3-b][1,4]oxazin-3-one FC(C1=NNC=2C1=NC(=CC2)CC2CC1(C2)CCN(CC1)C(=O)N1C[C@@H]2[C@@H](OCC(N2)=O)CC1)(F)F